(1s,2s,5r)-1-hydroxy-2-isopropyl-5-methyl-N-[2-oxo-2-(2-thienyl)ethyl]cyclohexanecarboxamide O[C@@]1([C@@H](CC[C@H](C1)C)C(C)C)C(=O)NCC(C=1SC=CC1)=O